FC(C1=CN2C(S1)=NC=C2C2=NC=CC(=N2)N2CC(C(C(C2)C)(F)F)CNS(=O)(=O)C)F N-((1-(2-(2-(difluoromethyl)imidazo[2,1-b]thiazol-5-yl)pyrimidin-4-yl)-4,4-difluoro-5-methylpiperidin-3-yl)methyl)methanesulfonamide